1-[4-Cyano-2-methoxy-5-(2-methylphenoxy)phenyl]-2,6-dioxo-1,2,3,6-tetrahydropyrimidine-4-carboxamide C(#N)C1=CC(=C(C=C1OC1=C(C=CC=C1)C)N1C(NC(=CC1=O)C(=O)N)=O)OC